C(C1=CC=CC=C1)[P]CC1=CC=CC=C1 dibenzyl-phosphorus